NC1=NC=C(C2=C1C(=CN2C)C=2C=C(C(N(C2)CC(F)(F)F)C(=O)[O-])Cl)Br 5-(4-amino-7-bromo-1-methylpyrrolo[3,2-c]pyridin-3-yl)-3-chloro-N-(2,2,2-trifluoroethyl)pyridine-2-carboxylate